2-(2,4-dichlorophenyl)-ethylamine ClC1=C(C=CC(=C1)Cl)CCN